2,2,2-trifluoroethyl 2-oxo-2-[2-(3-pyrrolidin-1-ylphenyl)-1-piperidyl]acetate O=C(C(=O)OCC(F)(F)F)N1C(CCCC1)C1=CC(=CC=C1)N1CCCC1